C[C@@H]1CC=N[C@H]1C(=O)NCCCC[C@@H](C(=O)O)[NH3+] The molecule is an alpha-amino-acid cation that is the conjugate acid of L-pyrrolysine, obtained by deprotonation of the alpha-amino group. It is a conjugate acid of a L-pyrrolysine.